ClC1=C(C=C(C=C1)C1=NN(C=C1/C=C/C(=O)N[C@@H](CC1=CNC2=CC=CC=C12)C(=O)O)C1=CC=CC=C1)C(F)(F)F (E)-(3-(3-(4-chloro-3-(trifluoromethyl)phenyl)-1-phenyl-1H-pyrazol-4-yl)acryloyl)-L-tryptophan